1-(2-Cyclopropylethyl)guanidine hydrochloride Cl.C1(CC1)CCNC(=N)N